tert-butyl 2-[3-[[(1R)-1-[4-methoxy-3-(1-methylpyrazol-4-yl)phenyl]ethyl]carbamoyl]-4-methyl-phenyl]-2,7-diazaspiro[3.5]nonane-7-carboxylate COC1=C(C=C(C=C1)[C@@H](C)NC(=O)C=1C=C(C=CC1C)N1CC2(C1)CCN(CC2)C(=O)OC(C)(C)C)C=2C=NN(C2)C